C(#N)C1=CC2=C(N(C(N=C2N2C[C@H](N(C[C@@H]2C)C(=O)[O-])C)=O)C=2C(=NC=CC2C)C(C)C)N=C1C1=C(C(=CC=C1)C)F (2R,5S)-4-(6-cyano-7-(2-fluoro-3-methylphenyl)-1-(2-isopropyl-4-methylpyridin-3-yl)-2-oxo-1,2-dihydropyrido[2,3-d]pyrimidin-4-yl)-2,5-dimethylpiperazine-1-carboxylate